4-[7-fluoro-1-(pyrimidin-5-ylmethyl)benzoimidazol-2-yl]-1,2,5-oxadiazol-3-amine FC1=CC=CC2=C1N(C(=N2)C=2C(=NON2)N)CC=2C=NC=NC2